2-(3-(pyrrolidin-1-yl)oxetan-3-yl)acetic acid N1(CCCC1)C1(COC1)CC(=O)O